(R)-N-[1-(2,7-dimethyl-3-morpholino-quinoxalin-5-yl)ethylidene]-2-methyl-propane-2-sulfinamide CC1=NC2=CC(=CC(=C2N=C1N1CCOCC1)C(C)=N[S@](=O)C(C)(C)C)C